C(C)OC(CC[Mg]Cl)OCC 3,3-diethoxypropylmagnesium chloride